2-(((1-(3-((1-(4-chlorophenyl)-2-oxo-2-(6'-(trifluoromethoxy)spiro[cyclopropane-1,3'-indolin]-1'-yl)ethyl)amino)-5-methoxyphenyl)ethylidene)amino)oxy)-2-methyl-1-morpholinopropan-1-one ClC1=CC=C(C=C1)C(C(N1CC2(C3=CC=C(C=C13)OC(F)(F)F)CC2)=O)NC=2C=C(C=C(C2)OC)C(C)=NOC(C(=O)N2CCOCC2)(C)C